C(N)(=N)NC(=O)NC1=CC=C(C=C1)Cl N-amidino-N'-(p-chlorophenyl)urea